C1(=CC=CC=C1)N1C2=C(C=3C=CC=CC13)CC(C2)C(=O)OC Methyl 4-phenyl-1,2,3,4-tetrahydrocyclopenta[b]indole-2-carboxylate